2-(isopropylamino)-3-hydroxypropan C(C)(C)NC(C)CO